CC1=CC=C(C(=O)N/N=C(\C)/C2=CC=NC=C2)C=C1 (E)-4-methyl-N'-(1-(pyridin-4-yl)ethylidene)benzohydrazide